(E)-N-(4-(1-(6-(4-(8-(2-(2,6-dioxopiperidin-3-yl)-1,3-dioxoisoindolin-5-yl)oct-7-yn-1-yl)piperazin-1-yl)pyridazine-3-carbonyl)piperidin-4-yl)butyl)-3-(pyridin-3-yl)acrylamide O=C1NC(CCC1N1C(C2=CC=C(C=C2C1=O)C#CCCCCCCN1CCN(CC1)C1=CC=C(N=N1)C(=O)N1CCC(CC1)CCCCNC(\C=C\C=1C=NC=CC1)=O)=O)=O